5-chloro-3-(1-((3,3-difluorocyclobutyl)methyl)-1H-pyrazol-4-yl)quinoxalin-6-ol ClC1=C2N=C(C=NC2=CC=C1O)C=1C=NN(C1)CC1CC(C1)(F)F